C(C)(C)(C)OC(=O)N1[C@H]([C@@H](C(C1)(F)F)O)CC=1C(=C(C=CC1)C1=CC=CC=C1)F |r| rac-(2s,3s)-4,4-difluoro-2-((2-fluoro-[1,1'-biphenyl]-3-yl)methyl)-3-hydroxypyrrolidine-1-carboxylic acid tert-butyl ester